ethyl 2-chloro-3-(2-methoxyphenyl)-3-oxopropionate ClC(C(=O)OCC)C(=O)C1=C(C=CC=C1)OC